ClC1=CC=C2C=CC=C(C2=C1)C(=O)N[C@@H]1CCO[C@]12O[C@@H]([C@@H]([C@@H]([C@H]2O)N2N=CC(=C2)C2=CC(=C(C(=C2)F)F)F)O)CO 7-chloro-N-((4r,5s,7r,8r,9s,10r)-8,10-dihydroxy-7-(hydroxymethyl)-9-(4-(3,4,5-trifluorophenyl)-1H-pyrazol-1-yl)-1,6-dioxaspiro[4.5]dec-4-yl)-1-naphthamide